CN1N=CC2=C1C=NN(C2=O)CC(=O)N[C@@H](C)C2=CC=C(C=C2)C(F)(F)F (S)-2-(1-Methyl-4-oxo-1,4-dihydro-5H-pyrazolo[3,4-d]pyridazin-5-yl)-N-(1-(4-(trifluoromethyl)-phenyl)ethyl)acetamid